2-((4-(7-(((2S,5R)-5-(ethylsulfonamido)tetrahydro-2H-pyran-2-yl)methyl)-2,7-diazaspiro[3.5]nonan-2-yl)pyrimidin-5-yl)oxy)-5-fluoro-N,N-diphenylbenzamide C(C)S(=O)(=O)N[C@@H]1CC[C@H](OC1)CN1CCC2(CN(C2)C2=NC=NC=C2OC2=C(C(=O)N(C3=CC=CC=C3)C3=CC=CC=C3)C=C(C=C2)F)CC1